tert-butyl (4R)-4-[(benzyloxy)methyl]-2-oxo-1,2lambda4,3-oxathiazolidine-3-carboxylate C(C1=CC=CC=C1)OC[C@H]1N(S(OC1)=O)C(=O)OC(C)(C)C